CC1=CC=C(C=C1)S(=O)(=O)O.[NH4+] Ammonium p-toluenesulphonic acid